C(C)(C)(C)OC(=O)N[C@@H]1C(N2N(C1)CC(=C2C(=O)OC(C)(C)C)C(NCCC2=CC=CC=C2)=O)=O tert-Butyl (S)-6-((tert-butoxycarbonyl)amino)-5-oxo-2-(phenethylcarbamoyl)-6,7-dihydro-1H,5H-pyrazolo[1,2-a]pyrazole-3-carboxylate